N-(1-(1-benzoyl-2,3-dihydro-1H-pyrido[2,3-b][1,4]oxazin-6-yl)ethyl)-4-chlorobenzamide C(C1=CC=CC=C1)(=O)N1C2=C(OCC1)N=C(C=C2)C(C)NC(C2=CC=C(C=C2)Cl)=O